(E)-N-(4-(N-(4-fluorobenzyl)-N-(2-methoxybenzyl)sulfamoyl)phenyl)-3-(pyridin-4-yl)acrylamide FC1=CC=C(CN(S(=O)(=O)C2=CC=C(C=C2)NC(\C=C\C2=CC=NC=C2)=O)CC2=C(C=CC=C2)OC)C=C1